4-bromo-N-(4-bromo-2-methoxy-phenyl)-3-fluoro-benzamide BrC1=C(C=C(C(=O)NC2=C(C=C(C=C2)Br)OC)C=C1)F